NC=1C(=C(C=CC1F)N(S(=O)(=O)CCCF)COCC[Si](C)(C)C)Cl N-(3-amino-2-chloro-4-fluorophenyl)-3-fluoro-N-((2-(trimethylsilyl)ethoxy)methyl)propane-1-sulfonamide